C(C)(C)(C)OC(NC1CN(CCC1)C(=O)C1=CC2=C(N(C(=N2)C2=CC3=C(N2S(=O)(=O)C2CC2)SC=C3)C)C(=C1)OC)=O 1-(2-(6-(cyclopropylsulfonyl)-6H-thieno[2,3-b]pyrrol-5-yl)-7-methoxy-1-methyl-1H-benzo[d]imidazole-5-carbonyl)piperidin-3-ylcarbamic acid tert-butyl ester